(2S)-2-amino-3,3-dicyclopropyl-N-[5-(2,5-dimethyl-3-pyridyl)-6-fluoro-2-pyridyl]propanamide N[C@H](C(=O)NC1=NC(=C(C=C1)C=1C(=NC=C(C1)C)C)F)C(C1CC1)C1CC1